C1(=CC=CC=C1)C(C)NC=1C2=C(N=C(N1)C1=CC=NC=C1)C=NC=C2 N-(1-phenylethyl)-2-(pyridin-4-yl)pyrido[3,4-d]pyrimidin-4-amine